1-[5-(5-chloro-2-methoxypyridin-4-yl)-1H-pyrazole-3-carbonyl]-N-[(1r,4r)-4-hydroxy-4-methylcyclohexyl]piperidine-4-carboxamide ClC=1C(=CC(=NC1)OC)C1=CC(=NN1)C(=O)N1CCC(CC1)C(=O)NC1CCC(CC1)(C)O